OC1=C(C=C(C(=C1C=O)O)C=O)C=O 2,4-dihydroxy-1,3,5-benzeneTriformaldehyde